CC1=C2C(=CC=3C=4C=C(C=CC4N(C13)C)O)C=NC=C2 5,6-dimethyl-6H-pyrido[4,3-b]carbazol-9-ol